tert-butyl ((1s,3s)-3-formylcyclobutyl)carbamate C(=O)C1CC(C1)NC(OC(C)(C)C)=O